C(C)NC(CO)=O N-ethyl-glycolamide